FC1(CCN(CC1)C1=CC(=CC(=N1)N(CC1=CC=C(C=C1)OC)CC1=CC=C(C=C1)OC)C=1C=NN(C1)C)F 6-(4,4-difluoropiperidin-1-yl)-N,N-bis(4-methoxybenzyl)-4-(1-methyl-1H-pyrazol-4-yl)pyridin-2-amine